CC1=NOC(=C1C=1C=C(OC2=C(C=C(C=C2C)NC(=O)NC2=CC=CC=C2)C)C=C(C1)C)C 1-(4-(3-(3,5-dimethylisoxazol-4-yl)-5-methylphenoxy)-3,5-dimethylphenyl)-3-phenylurea